Methylsulfinylaniline CS(=O)NC1=CC=CC=C1